5-(4-((4-fluorophenyl)ethynyl)phenoxy)-1H-1,2,3-triazole-4-carboxylic acid FC1=CC=C(C=C1)C#CC1=CC=C(OC2=C(N=NN2)C(=O)O)C=C1